(S)-N-(3-aminopropyl)-N-(5-chloro-2,4-difluorophenyl)-1-(6-methyl-4-(trifluoromethyl)pyridin-2-yl)pyrrolidine-2-carboxamide NCCCN(C(=O)[C@H]1N(CCC1)C1=NC(=CC(=C1)C(F)(F)F)C)C1=C(C=C(C(=C1)Cl)F)F